(S)-2-(2-fluoro-4-(pyrrolidin-2-yl)phenyl)-N-(3-(4-fluoropiperidin-1-yl)propyl)imidazo[2',1':2,3]thiazolo[4,5-c]pyridine-7-carboxamide dihydrochloride Cl.Cl.FC1=C(C=CC(=C1)[C@H]1NCCC1)C=1N=C2SC3=C(C=NC(=C3)C(=O)NCCCN3CCC(CC3)F)N2C1